2-(4-bromo-3-(trifluoromethyl)-pyrazol-1-yl)-4-methoxypyrimidine BrC=1C(=NN(C1)C1=NC=CC(=N1)OC)C(F)(F)F